N-((1R,2R)-1-(3-chlorophenyl)-1-hydroxy-3-(pyrrolidin-1-yl)propan-2-yl)-2-(5-fluoro-2,3-dihydro-1H-inden-2-yl)acetamide ClC=1C=C(C=CC1)[C@H]([C@@H](CN1CCCC1)NC(CC1CC2=CC=C(C=C2C1)F)=O)O